6-chloro-3-((1-(2-cyano-7-methyl-3-(((1-(trifluoromethyl)cyclopropyl)methyl)amino)quinoxalin-5-yl)ethyl)amino)picolinic acid ClC1=CC=C(C(=N1)C(=O)O)NC(C)C1=C2N=C(C(=NC2=CC(=C1)C)C#N)NCC1(CC1)C(F)(F)F